C(CCCCCCCCCCC)CC(=O)O.C(C)(=O)OCCCCCCCCCCCC dodecyl acetate (dodecyl acetate)